[OH-].[NH4+].[Si] silicon ammonium hydroxide